C1(CCCC1)C1=NC=C(C(=N1)OC1=CC=C(C=C1)O)C(=O)NC(C)C=CS(=O)(=O)C 2-cyclopentyl-4-(4-hydroxyphenoxy)-N-(4-(methylsulfonyl)but-3-en-2-yl)pyrimidine-5-carboxamide